2-methylphenylisothiocyanate CC1=C(C=CC=C1)N=C=S